C(C)(C)(C)OC(=O)N1[C@@H]([C@H](C1)OC=1C(=NC(=CC1)C(NC1CC1)=O)F)C.CN(S(=O)(=O)C1=NNC=C1)C dimethylaminosulfonyl-pyrazole tert-butyl-(2R,3S)-3-{[6-(cyclopropylcarbamoyl)-2-fluoropyridin-3-yl]oxy}-2-methylazetidine-1-carboxylate